FC1=CC=C(C(=O)NC2(CC2)C=2N=C3[C@@H]4[C@H](CN(C3=CC2)C(=O)OC2CCOCC2)C4)C=C1 tetrahydro-2H-pyran-4-yl (6aR,7aS)-2-(1-(4-fluorobenzamido)cyclopropyl)-6,6a,7,7a-tetrahydro-5H-cyclopropa[c][1,5]naphthyridine-5-carboxylate